methyl 3,3-dimethoxycyclobutane-1-carboxylate COC1(CC(C1)C(=O)OC)OC